N-(7-chloro-6-(3-fluoro-1-(4-hydroxy-3-methyltetrahydrofuran-3-yl)piperidin-4-yl)isoquinolin-3-yl)-6-oxaspiro[2.5]octane-1-carboxamide ClC1=C(C=C2C=C(N=CC2=C1)NC(=O)C1CC12CCOCC2)C2C(CN(CC2)C2(COCC2O)C)F